CS(=O)(=O)N1CC2=C(N(C=3C=CC=CC23)CC2=C(C(=O)O)C=CC=C2)CC1 2-((2-(methylsulfonyl)-1,2,3,4-tetrahydro-5H-pyrido[4,3-b]indol-5-yl)methyl)benzoic acid